4-((2-((tert-butyldimethylsilyl)oxy)-5-oxohexyl)oxy)but-2-enoate [Si](C)(C)(C(C)(C)C)OC(COCC=CC(=O)[O-])CCC(C)=O